nitro-2'-propoxylacetanilide [N+](=O)([O-])CC(=O)NC1=C(C=CC=C1)OCCC